N1CC(C1)N(C(OCC1=CC=CC=C1)=O)C1CC1 benzyl azetidin-3-yl(cyclopropyl)carbamate